FC=1C=C2C(=NC=3N(C2=CC1F)C=NN3)NC 7,8-difluoro-N-methyl-[1,2,4]triazolo[4,3-a]quinazolin-5-amine